C1(CC1)C#CC1=C(C=C(C=N1)C=1C=C(C=CC1C)NC(=O)C1=CC(=NC=C1)C(F)(F)F)N1CCOCC1 N-{3-[6-(2-Cyclopropylethynyl)-5-(morpholin-4-yl)pyridin-3-yl]-4-methylphenyl}-2-(trifluoromethyl)pyridine-4-carboxamide